N1(CCCCC1)CCCOC1=C(C=C2C=CC(=NC2=C1)OC1=CC=CC=C1)OC 7-{[3-(hexahydropyridin-1-yl)propyl]oxy}-6-methoxy-2-phenoxyquinoline